(1R,4s)-4-(2-Fluoro-4-methoxy-5-(((2S*,3R*)-3-(((1-methylcyclobutyl)methyl)carbamoyl)bicyclo[2.2.2]octan-2-yl)carbamoyl)phenoxy)-1-methylcyclohexane-1-carboxylic acid FC1=C(OC2CCC(CC2)(C(=O)O)C)C=C(C(=C1)OC)C(N[C@H]1C2CCC([C@H]1C(NCC1(CCC1)C)=O)CC2)=O |o1:22,27|